THIENOPYRIMIDINEDION N1C(NC(C2=C1C=CS2)=O)=O